C(C)(C)(C)C=1C=C(C=C(C1O)C(C)(C)C)CCC(=O)OCC(COC(CCC1=CC(=C(C(=C1)C(C)(C)C)O)C(C)(C)C)=O)(COC(CCC1=CC(=C(C(=C1)C(C)(C)C)O)C(C)(C)C)=O)COC(CCC1=CC(=C(C(=C1)C(C)(C)C)O)C(C)(C)C)=O pentaerythritol tetrakis[3-(3,5-di-tert-butyl 4-hydroxyphenyl) propanoate]